C(C)(C)(C)C1=NC2=C(N1C(=O)C1=C(C=CC=C1)C)C=CC=C2 (2-(tert-Butyl)-1H-benzo[d]imidazol-1-yl)(o-tolyl)methanone